FC1C(CCC1)N1CCC(CC1)=O 1-(2-Fluorocyclopentyl)piperidin-4-one